5-hydroxy-6-((S)-5H-imidazo[5,1-a]isoindol-5-yl)-5,6,7,8-tetrahydronaphthalene-2-carbonitrile OC1C=2C=CC(=CC2CCC1[C@@H]1N2C(C3=CC=CC=C13)=CN=C2)C#N